NC(C(=O)O)C1=CC=C(C=C1)C 2-amino-2-(4-methylphenyl)acetic acid